4-(6-amino-5-(4-(4-isopropyl-4H-1,2,4-triazol-3-yl)phenyl)pyridin-3-yl)-N-(cyclopropylmethyl)furo[2,3-b]pyridine-2-carboxamide NC1=C(C=C(C=N1)C1=C2C(=NC=C1)OC(=C2)C(=O)NCC2CC2)C2=CC=C(C=C2)C2=NN=CN2C(C)C